(S)-N-((R and S)-(5-chloro-6-(di-fluoromethyl)pyridin-2-yl)(5-chloro-6-(trifluoromethyl)pyridin-3-yl)methyl)-2-oxoimidazolidine ClC=1C=CC(=NC1C(F)F)[C@H](N1C(NCC1)=O)C=1C=NC(=C(C1)Cl)C(F)(F)F |r|